FC=1C=C(OCCCC2CCN(CC2)C2=NC=C(C=N2)C(=O)OC)C=CC1CC(N1CC(C1)CNC[C@@H]([C@H]([C@@H]([C@@H](CO)O)O)O)O)=O methyl 2-[4-[3-[3-fluoro-4-[2-oxo-2-[3-[[[(2S,3R,4R,5R)-2,3,4,5,6-pentahydroxyhexyl]amino]methyl]azetidin-1-yl]ethyl]phenoxy]propyl]-1-piperidyl]pyrimidine-5-carboxylate